P(OCCCCCCCC)(OCCCCCCCC)O di-octyl hydrogen phosphite